FCCN(C=1C=NC=NC1)C1=C(C#N)C=CC=C1 ((2-fluoroethyl)(pyrimidin-5-yl)amino)benzonitrile